((1s,3s)-3-Hydroxy-3-methylcyclobutyl)(7-(3-methoxy-2-methylphenyl)-2-azaspiro[3.5]nonan-2-yl)methanone OC1(CC(C1)C(=O)N1CC2(C1)CCC(CC2)C2=C(C(=CC=C2)OC)C)C